NC(C)(C)C=1C=CC(=NC1)C1=C(C=C(C#N)C=C1)OC1=CC(=NC(=C1)N1CCOCC1)C 4-[5-(2-aminopropan-2-yl)pyridin-2-yl]-3-(2-methyl-6-morpholin-4-ylpyridin-4-yl)oxybenzonitrile